C(COCOCC)N(CCOCOCC)CCOCOCC tris(3,5-dioxaheptyl)amine